tert-butyl 6-(2-fluoro-4-(trifluoromethyl)phenyl)-3,4-dihydropyridine-1(2H)-carboxylate FC1=C(C=CC(=C1)C(F)(F)F)C1=CCCCN1C(=O)OC(C)(C)C